CC(CCCCCC#CC1=C2C(C(=O)OC2=O)=CC=C1)CC 8-methyl-decynyl-phthalic anhydride